[Li].C[SiH](O)C dimethyl-silanol lithium